C(CCCCCCCCCCCCCCCCCCCCCCC)Br tetracosyl bromide